8-({5-[(1R,4S)-2-azabicyclo[2.2.1]heptane-2-carbonyl]-6-(2,2-difluoroethoxy)pyridin-2-yl}amino)-6-{[(1R,2R)-2-hydroxycyclohexyl]amino}imidazo[1,2-b]pyridazine-3-carbonitrile [C@@H]12N(C[C@@H](CC1)C2)C(=O)C=2C=CC(=NC2OCC(F)F)NC=2C=1N(N=C(C2)N[C@H]2[C@@H](CCCC2)O)C(=CN1)C#N